ClC1=NC=CC(=C1)[C@H]([C@@H](CN1CCCC1)NC(CC1CC2=CC=CC=C2C1)=O)O N-((1R,2R)-1-(2-chloropyridin-4-yl)-1-hydroxy-3-(pyrrolidin-1-yl)propan-2-yl)-2-(2,3-dihydro-1H-inden-2-yl)acetamide